1-(9Z-pentadecenoyl)-2-(5Z,8Z,11Z,14Z-eicosatetraenoyl)-glycero-3-phospho-(1'-sn-glycerol) CCCCC/C=C\CCCCCCCC(=O)OC[C@H](COP(=O)(O)OC[C@H](CO)O)OC(=O)CCC/C=C\C/C=C\C/C=C\C/C=C\CCCCC